dimethyl 2-nonenedioate (dimethyl 2-nonendioate) CC(=C(C(=O)O)C)CCCCCC(=O)O.C(C=CCCCCCC(=O)OC)(=O)OC